(4,7-difluoro-3-methylbenzofuran-2-yl)methanol FC1=CC=C(C2=C1C(=C(O2)CO)C)F